5-(7-chloro-6-methoxyquinazolin-4-yloxy)-2-fluoro-4-methylbenzoic acid ClC1=C(C=C2C(=NC=NC2=C1)OC=1C(=CC(=C(C(=O)O)C1)F)C)OC